(R)-6-chloro-3-((1-(2-((cyclopropylmethyl)amino)-3,7-dimethyl-4-oxo-4H-pyrido[1,2-a]pyrimidin-9-yl)ethyl)amino)picolinic acid ClC1=CC=C(C(=N1)C(=O)O)N[C@H](C)C1=CC(=CN2C1=NC(=C(C2=O)C)NCC2CC2)C